C1(=CC=CC=C1)C1=CNC=2CCCCC12 3-Phenyl-4,5,6,7-tetrahydro-1H-indol